5-(2-fluoro-6-methylphenyl)-3-(2-(1-methylpiperidin-4-yl)-1,2,3,4-tetrahydroisoquinolin-6-yl)-1H-pyrazolo[4,3-c]pyridazin-6(5H)-one hydrochloride Cl.FC1=C(C(=CC=C1)C)N1N=C2C(=CC1=O)NN=C2C=2C=C1CCN(CC1=CC2)C2CCN(CC2)C